[Si](C)(C)(C(C)(C)C)OCCOC1=CC(=C(C(=O)OC)C=C1)OC methyl 4-(2-((tert-butyldimethylsilyl) oxy) ethoxy)-2-methoxybenzoate